C(=CC)C=1C=C(C(=CC1CC=C)OC)O 4-(prop-1-en-1-yl)eugenol